1-(4-((4-(5-cyanopyridin-2-yl)piperazin-1-yl)methyl)-6-methoxypyridin-2-yl)-3-ethylurea C(#N)C=1C=CC(=NC1)N1CCN(CC1)CC1=CC(=NC(=C1)OC)NC(=O)NCC